3-amino-5-((2,3-bis(tosyloxy)propyl)carbamoyl)benzoic acid NC=1C=C(C(=O)O)C=C(C1)C(NCC(COS(=O)(=O)C1=CC=C(C)C=C1)OS(=O)(=O)C1=CC=C(C)C=C1)=O